N1C=CC2=NC=CC(=C21)C(=O)N[C@@H](CCO[C@@H]2C[C@H](C2)CCC2=NC=1NCCCC1C=C2)C(=O)O N-(1H-pyrrolo[3,2-b]pyridine-7-carbonyl)-O-(trans-3-(2-(5,6,7,8-tetrahydro-1,8-naphthyridin-2-yl)ethyl)cyclobutyl)homoserine